O=C1NC(CCC1N1C(C2=CC=C(C=C2C1)O[C@@H]1[C@H](CCCC1)NCC1=CC=C(C#N)C=C1)=O)=O 4-((((1S,2S)-2-((2-(2,6-dioxopiperidin-3-yl)-1-oxoisoindolin-5-yl)oxy)cyclohexyl)amino)methyl)benzonitrile